((1R,2S)-2-Aminomethyl-cyclopropylmethyl)-(1H-benzimidazol-2-ylmethyl)-(S)-5,6,7,8-tetrahydro-quinolin-8-yl-amine, hydrochloride salt Cl.NC[C@@H]1[C@@H](C1)CN([C@H]1CCCC=2C=CC=NC12)CC1=NC2=C(N1)C=CC=C2